2-morpholinoethanesulfonic acid-hydrate O.O1CCN(CC1)CCS(=O)(=O)O